NCCCCCCCCCC1(CC(=C(C(=O)NC=2SC(=CN2)C)C=C1)C)C(=O)N 4-(9-Aminononyl)-2-methyl-N1-(5-methylthiazol-2-yl)terephthalamide